7-(1-(adamantan-1-ylmethyl)-5-methyl-1H-pyrazol-4-yl)-4-(5-(benzo[d]thiazol-2-ylamino)pyrazin-2-yl)-2,2-dimethyl-3,4-dihydro-2H-pyrido[3,2-b][1,4]oxazine-8-carboxylic acid methyl ester COC(=O)C1=C(C=NC2=C1OC(CN2C2=NC=C(N=C2)NC=2SC1=C(N2)C=CC=C1)(C)C)C=1C=NN(C1C)CC12CC3CC(CC(C1)C3)C2